6-(3'-(((2-methoxyethyl)amino)methyl)-[1,1'-biphenyl]-4-yl)-2-methyl-1H-benzo[d]imidazole-4-carboxylic acid COCCNCC=1C=C(C=CC1)C1=CC=C(C=C1)C=1C=C(C2=C(NC(=N2)C)C1)C(=O)O